FC(=C(C(F)(F)F)F)OC(=C(F)C(F)(F)F)F perfluoromethyl-vinylether